C(C)C=1C(NC=2C=C(C=NC2C1)CN1C2CN(CC1CC2)C=2C=CC(=NC2)C(=O)NC)=O 5-(8-((7-ethyl-6-oxo-5,6-dihydro-1,5-naphthyridin-3-yl)methyl)-3,8-diazabicyclo[3.2.1]octan-3-yl)-N-methylpicolinamide